(8-methoxy-1-oxo-3,4-dihydro-2H-isoquinolin-6-yl)boronic acid COC=1C=C(C=C2CCNC(C12)=O)B(O)O